The molecule is a phenylalanine derivative that is the ethyl ester of ochratoxin A. It has a role as an Aspergillus metabolite, a Penicillium metabolite and a mycotoxin. It is an alpha-amino acid ester, a phenylalanine derivative and a member of isochromanes. It derives from an ochratoxin A. CCOC(=O)[C@H](CC1=CC=CC=C1)NC(=O)C2=CC(=C3C[C@H](OC(=O)C3=C2O)C)Cl